oxo-1,2-dihydroquinoline-3-carboxamide O=C1NC2=CC=CC=C2C=C1C(=O)N